(R)-2-amino-4-bromobutyric acid N[C@@H](C(=O)O)CCBr